pyridazino[3,4-b]indole N1=NC=CC2=C1NC1=CC=CC=C21